C(C)(C)(C)OC(=O)C1=CC2=C(N=CN2CC(C(=O)OC)OC)C=C1 3-(2,3-dimethoxy-3-oxo-propyl)benzimidazole-5-carboxylic acid tert-butyl ester